tert-Butyl (R)-4-((S)-10-((4-(4-fluorophenyl)-6-oxopyrimidin-1(6H)-yl)methyl)-10-hydroxy-7-azaspiro[4.5]decane-7-carbonyl)-3-phenylpiperazine-1-carboxylate FC1=CC=C(C=C1)C=1N=CN(C(C1)=O)C[C@@]1(CCN(CC12CCCC2)C(=O)N2[C@@H](CN(CC2)C(=O)OC(C)(C)C)C2=CC=CC=C2)O